C(C)(=O)C=1C(OC2=C(C1N1CCOCC1)C=CC(=C2)NC2=NC=C(C(=N2)C=2C=C(C1=C(N(C(=N1)C)C(C)C)C2)F)F)=O 3-acetyl-7-((5-fluoro-4-(4-fluoro-1-isopropyl-2-methyl-1H-benzo[d]imidazol-6-yl)pyrimidin-2-yl)amino)-4-morpholino-2H-benzopyran-2-one